N-(bis(4-(tributylsilyl)phenyl)phosphaneyl)-N-cyclohexyl-1,1-di-o-tolylphosphanamine C(CCC)[Si](C1=CC=C(C=C1)P(N(P(C1=C(C=CC=C1)C)C1=C(C=CC=C1)C)C1CCCCC1)C1=CC=C(C=C1)[Si](CCCC)(CCCC)CCCC)(CCCC)CCCC